trans-3-(3-([1,1'-biphenyl]-3-yl)-1H-pyrazol-5-yl)-4-methylpyrrolidine-1-carbonitrile C1(=CC(=CC=C1)C1=NNC(=C1)[C@@H]1CN(C[C@H]1C)C#N)C1=CC=CC=C1